methyl (S,E)-(1-((6-chloro-1-((4-isobutyl-1H-benzo[d]imidazol-2-yl)methyl)-2-oxo-1,2-dihydropyridin-3-yl)amino)-7-(dimethylamino)-1,7-dioxohept-5-en-2-yl)carbamate ClC1=CC=C(C(N1CC1=NC2=C(N1)C=CC=C2CC(C)C)=O)NC([C@H](CC\C=C\C(=O)N(C)C)NC(OC)=O)=O